4-methyl-1-(6-methylpyridin-2-yl)-6,7-dihydro-1H-[1,2,3]triazolo[4,5-c]pyridin CC1=NCCC2=C1N=NN2C2=NC(=CC=C2)C